CSC1=NC=CC(=N1)C1=CC=2C(NCC3(C2N1)CCN(CC3)C(=O)OC(C)(C)C)=O tert-butyl 2'-[2-(methylsulfanyl) pyrimidin-4-yl]-4'-oxo-5',6'-dihydro-1'H-spiro[piperidine-4,7'-pyrrolo[3,2-c]pyridine]-1-carboxylate